NCCOCCOCC(=O)OC1=C(C=C(C=C1)CNC(CCCC\C=C\C(C)C)=O)OC (E)-2-methoxy-4-[(8-methylnon-6-enamido)methyl]phenyl 2-[2-(2-aminoethoxy)ethoxy]acetate